C[C@H]1CC[C@@H](N(C1)C(C(=O)NC=1C=C(C=NC1)C(=O)N)=O)C1=CC(=C(C=C1)O[C@H]1COCC1)C |&1:28| rac-5-{2-[(2R,5S)-5-methyl-2-[3-methyl-4-(oxolan-3-yloxy)phenyl]piperidin-1-yl]-2-oxoacetamido}pyridine-3-carboxamide